C(O)C1=C(C(=CC(=C1)C(CC(C)(C)C)(C)C)CO)O 2,6-dimethylol-4-(1,1,3,3-tetramethylbutyl)phenol